(R)-N-(2-chloro-3-((3,5-dimethyl-4-oxo-3,4-dihydroquinazolin-6-yl)amino)-5-fluorophenyl)-3-methoxypyrrolidine-1-sulfonamide ClC1=C(C=C(C=C1NC=1C(=C2C(N(C=NC2=CC1)C)=O)C)F)NS(=O)(=O)N1C[C@@H](CC1)OC